furanophenanthrene O1C=CC2=C1C1=CC=CC=C1C=1C=CC=CC21